CC1(OB(OC1(C)C)CCC1N(CCCCC1)C(=O)OC(C)(C)C)C tert-butyl 2-[2-(4,4,5,5-tetramethyl-1,3,2-dioxaborolan-2-yl)ethyl]azepane-1-carboxylate